8-(1-(t-Butoxycarbonyl)piperidin-4-yl)-2-(4-(4-fluorophenoxy)phenyl)-5,6,7,8-Tetrahydroimidazo[1,2-b]Pyridazine-3-carboxylic acid methyl ester COC(=O)C1=C(N=C2N1NCCC2C2CCN(CC2)C(=O)OC(C)(C)C)C2=CC=C(C=C2)OC2=CC=C(C=C2)F